tetraphenylethylenedicarboxylic acid C1(=CC=CC=C1)C(C(C(=O)O)(C1=CC=CC=C1)C1=CC=CC=C1)(C(=O)O)C1=CC=CC=C1